C(C)OC(CC1CN(C1)C1=NC=NC=C1)=O [1-(pyrimidin-4-yl)azetidin-3-yl]acetic acid ethyl ester